Cl.C1(CCC1)OC1=CC=2N(C=C1C(=O)NC=1N=NC(=CC1)N1CCNCC1)C=C(N2)C 7-Cyclobutoxy-2-methyl-N-(6-(piperazin-1-yl)pyridazin-3-yl)imidazo[1,2-a]pyridine-6-carboxamide hydrochloride